(2S,3S)-2-[(2S)-2-amino-3-(6-aminopyridin-3-yl)propanamido]-N,3-dimethylpentanamide N[C@H](C(=O)N[C@H](C(=O)NC)[C@H](CC)C)CC=1C=NC(=CC1)N